O=C1NC(CCC1C1=NN(C2=CC(=C(C=C12)F)C1CCN(CC1)[C@H](C)C1CCN(CC1)C(=O)OC(C)(C)C)C)=O tert-butyl 4-[(1R)-1-[4-[3-(2,6-dioxo-3-piperidyl)-5-fluoro-1-methyl-indazol-6-yl]-1-piperidyl]ethyl]piperidine-1-carboxylate